C1=CC=CC=2C3=CC=CC=C3C(C12)COC(=O)N[C@@H](CCCCNC([C@@H](NC(=O)OC(C)(C)C)CCCCNC(CC[C@@H](C(=O)OC(C)(C)C)NC(CCCCCCCCCCCCCCCCCCP(=O)(OC(C)(C)C)OC(C)(C)C)=O)=O)=O)C(=O)O N2-(((9H-fluoren-9-yl)methoxy)carbonyl)-N6-(N6-((S)-5-(tert-butoxy)-4-(19-(di-tert-butoxyphosphoryl)nonadecanamido)-5-oxopentanoyl)-N2-(tert-butoxycarbonyl)-L-lysyl)-L-lysine